COC1CC(C1)CNC1C(CCCC1)OC=1C=C2CN(C(C2=CC1)=O)C1C(NC(CC1)=O)=O 3-(5-((2-((((1s,3s)-3-methoxycyclobutyl)methyl)amino)cyclohexyl)oxy)-1-oxoisoindolin-2-yl)piperidine-2,6-dione